BrC1=CC(=C(OC2=C(C(=NN2C)C(=O)O)C)C=C1)F 5-(4-bromo-2-fluorophenoxy)-1,4-dimethyl-1H-pyrazole-3-carboxylic acid